C(C)(C)(C)OC(=O)NC1=CC=2N(C=C1OCC)N=C(C2C(=O)OCC)C ethyl 5-((tert-butoxycarbonyl)amino)-6-ethoxy-2-methylpyrazolo[1,5-a]pyridine-3-carboxylate